COC(=O)[C@@H]1[C@H](OC(O1)(C)C)[C@H]1[C@@H](OC(O1)(C)C)C(=O)OC methyl (4R,5S)-5-[(4R,5S)-5-(methoxycarbonyl)-2,2-dimethyl-1,3-dioxolan-4-yl]-2,2-dimethyl-1,3-dioxolane-4-carboxylate